C(C)(C)NC1=NC(=NC(=N1)NC(C)C)SC N,N'-diisopropyl-6-(methylthio)-1,3,5-triazine-2,4-diamine